3-(6-bromo-1-oxo-isoindolin-2-yl)piperidine-2,6-dione BrC1=CC=C2CN(C(C2=C1)=O)C1C(NC(CC1)=O)=O